(Z)-1-(3-(2-chlorophenyl)-2-((phenylthio)methyl)acryloyl)piperidine-3-carboxylic acid ClC1=C(C=CC=C1)\C=C(\C(=O)N1CC(CCC1)C(=O)O)/CSC1=CC=CC=C1